8-bromo-1,2,3,4-tetrahydroquinoline hydrochloride Cl.BrC=1C=CC=C2CCCNC12